2-(3-chloro-4-fluorophenyl)propyl 2,2-dimethylpropanoate CC(C(=O)OCC(C)C1=CC(=C(C=C1)F)Cl)(C)C